C1C(CC2=CC=CC=C12)C(=O)O indan-2-carboxylic acid